1-(4-chlorophenyl)-2-morpholino-2-(pyridin-2-yl)ethan-1-amine ClC1=CC=C(C=C1)C(C(C1=NC=CC=C1)N1CCOCC1)N